COC1=CC=C(C=C1)N(C1=CC=C(C=C1)C1(CC=C(C=C1)N(C1=CC=C(C=C1)OC)C1=CC=C(C=C1)OC)N)C1=CC=C(C=C1)OC 1-(4-(bis(4-methoxyphenyl)amino)phenyl)-N4,N4-bis(4-methoxyphenyl)benzene-1,4-diamine